3-(phenyl-methyl-amino)pyrrolidine-2,5-dione C1(=CC=CC=C1)N(C1C(NC(C1)=O)=O)C